C1(CCCCC1)CC(C(=O)C1=CC=2C(C3=CC=CC=C3C2C=C1)(CCC)CCC)=NO 2-[cyclohexylmethyl-(hydroxyimino)acetyl]-9,9-di-n-propylfluorene